Cl.Cl.ClC1=C(C=CC=C1Cl)N1CCN(CC1)CCNC1CCCCC1 {2-[4-(2,3-dichlorophenyl)-piperazine-1-yl]-ethyl}-cyclohexylamine dihydrochloride